OC1CC2N(C(C1)C2)C(=O)OC(C)(C)C tert-butyl 3-hydroxy-6-azabicyclo[3.1.1]heptane-6-carboxylate